3-(2-allyl-6-methoxypyridin-3-yl)-1-(2-(but-3-en-1-yl)-4-fluorophenyl)-6-(trifluoromethyl)-2,3-dihydroquinazolin-4(1H)-one C(C=C)C1=NC(=CC=C1N1CN(C2=CC=C(C=C2C1=O)C(F)(F)F)C1=C(C=C(C=C1)F)CCC=C)OC